ethyl (S)-6-(((cis)-3,3-difluoro-6-oxohexahydropyrrolo[3,4-b]pyrrol-1(2H)-yl) methyl)-4-(3-fluoro-2-methylphenyl)-2-(thiazol-2-yl)-1,4-dihydropyrimidine-5-carboxylate FC1([C@H]2[C@@H](N(C1)CC1=C([C@@H](N=C(N1)C=1SC=CN1)C1=C(C(=CC=C1)F)C)C(=O)OCC)C(NC2)=O)F